COC=1C(C=C(C(C1)=O)C(C=C)C1=CC=CC=C1)=O 2-methoxy-5-(1-phenylprop-2-enyl)cyclohexa-2,5-diene-1,4-dione